NC=1C(NC(N(N1)C1=CC(=C(C(=C1)Cl)OC=1C=C2C(=CC(=NC2=CC1)C1=CC(=NC=C1)C(F)(F)F)C)Cl)=O)=O 6-amino-2-(3,5-dichloro-4-((4-methyl-2-(2-trifluoromethylpyridin-4-yl)quinolin-6-yl)oxy)phenyl)-1,2,4-triazine-3,5(2H,4H)-dione